S1C=CC2=C1C=CC=C2B2OC(C(O2)(C)C)(C)C 2-(Benzothiophen-4-yl)-4,4,5,5-tetramethyl-1,3,2-dioxaborolane